ClC=1C=C(C(=NC1)OC1=CC=C(C=C1)N1N=NC(=C1)CC(CC(=O)OCC)=O)F ethyl 4-(1-(4-((5-chloro-3-fluoropyridin-2-yl) oxy) phenyl)-1H-1,2,3-triazol-4-yl)-3-oxobutanoate